tert-butyl ((3S)-1-(3-methyl-5-(4-(1-((4-methylmorpholin-2-yl)methyl)piperidin-4-yl)phenyl)thiophene-2-carbonyl)pyrrolidin-3-yl)carbamate CC1=C(SC(=C1)C1=CC=C(C=C1)C1CCN(CC1)CC1CN(CCO1)C)C(=O)N1C[C@H](CC1)NC(OC(C)(C)C)=O